CON(C(=O)C1=CC2=C(C=C(C=3OCCOC32)OC)S1)C N,5-dimethoxy-N-methyl-2,3-dihydrothieno[3',2':3,4]benzo[1,2-b][1,4]dioxin-8-carboxamide